3-(1-((1-fluorocyclopropyl)methyl)-1H-pyrazolo[4,3-c]pyridin-6-yl)-1-(tetrahydro-2H-pyran-2-yl)-1H-pyrazol-4-amine FC1(CC1)CN1N=CC=2C=NC(=CC21)C2=NN(C=C2N)C2OCCCC2